FC1=C(C=CC(=C1)C1=NN(C(=C1)NC(C1=C(C=CC=C1)F)=O)C)NC(C1=C(N=CC=C1)C)=O N-(2-Fluoro-4-(5-(2-fluorobenzamido)-1-methyl-1H-pyrazol-3-yl)phenyl)-2-methylnicotinamide